O=C1N(C(C2=CC=CC=C12)=O)C[C@H]1N(CCC2=CC=CC(=C12)O[C@@H]1CN(CC1)C(=O)C1=CN=CS1)C([C@H](C)NC(=O)NC)=O 1-((S)-1-((S)-1-((1,3-dioxoisoindolin-2-yl)methyl)-8-(((S)-1-(thiazole-5-carbonyl)pyrrolidin-3-yl)oxy)-3,4-dihydroisoquinolin-2(1H)-yl)-1-oxopropan-2-yl)-3-methylurea